magnesium (4-hydroxybutyl)-phosphate OCCCCOP(=O)([O-])[O-].[Mg+2]